2,6-Naphthalenedicarboxylic acid, bis(2-ethylhexyl) ester C1=C(C=CC2=CC(=CC=C12)C(=O)OCC(CCCC)CC)C(=O)OCC(CCCC)CC